5-(7-(2-cyano-4-fluorophenoxy)-5-oxa-2-azaspiro[3.4]octan-2-yl)-2'-ethoxy-N-((R)-pyrrolidin-3-yl)-[2,3'-bipyridine]-6-carboxamide C(#N)C1=C(OC2COC3(CN(C3)C=3C=CC(=NC3C(=O)N[C@H]3CNCC3)C=3C(=NC=CC3)OCC)C2)C=CC(=C1)F